N[C@H]1CS(C2=C(N(C1=O)CC1=CC=C(C=C1)Cl)C=C(C(=C2)F)C2=NC=CC(=N2)C(F)(F)F)(=O)=O (3R)-3-amino-5-[(4-chlorophenyl)methyl]-8-fluoro-1,1-dioxo-7-[4-(trifluoromethyl)pyrimidin-2-yl]-2,3-dihydro-1λ6,5-benzothiazepin-4-one